COC(CNC(=O)N)OC 2,2-dimethoxyethylurea